[Na+].[S-]C#N.[Na+].[S-]C#N sodium thiocyanate, sodium salt